C(CCCCCCCCCCC)(=O)N[C@@H](CCC(=O)O)C(=O)O N-dodecanoyl-L-glutamic acid